C[Si](CCOCN1C=C(C=2C1=NC=CC2N2C[C@H](CCC2)N2CCCCC2)C=2C=NC=NC2)(C)C trimethyl-[2-[[4-[(3S)-3-(1-piperidyl)-1-piperidyl]-3-pyrimidin-5-yl-pyrrolo[2,3-b]pyridin-1-yl]methoxy]ethyl]silane